BrC=1C=C(C=CC1[N+](=O)[O-])CC#N 2-(3-bromo-4-nitrophenyl)acetonitrile